FC1=C(CCN2[C@H]([C@H]([C@@H]([C@H](C2)O)O)O)CO)C(=CC(=C1)N1CCOCC1)F (2S,3R,4R,5S)-1-(2,6-difluoro-4-morpholinophenethyl)-2-(hydroxymethyl)piperidine-3,4,5-triol